C[C@@H]1N(CCN(C1)C(=O)C1=C(C=C(C=C1)OC)F)C(=O)C1=C(C=C(C=C1)OC)F (S)-(2-methylpiperazine-1,4-diyl)bis((2-fluoro-4-methoxyphenyl)methanone)